Cl.CN1N=C(C2=CC=CC=C12)C1=C(C=CC=C1)[C@H](CC1=NC(=CC=C1)C)N (S)-1-[2-(1-Methyl-1H-indazole-3-yl)phenyl]-2-(6-methylpyridine-2-yl)ethan-1-amine hydrochloride